N-((1s,3s)-3-((5-(8-fluoroimidazo[1,2-a]pyridin-6-yl)-7H-pyrrolo[2,3-d]pyrimidin-2-yl)amino)-1-methylcyclobutyl)propionamide FC=1C=2N(C=C(C1)C1=CNC=3N=C(N=CC31)NC3CC(C3)(C)NC(CC)=O)C=CN2